O=C1NC(CCC1NC1=CC=C(C=C1)C1CCN(CC1)CCC(=O)O)=O 3-(4-(4-((2,6-dioxopiperidin-3-yl)amino)phenyl)piperidin-1-yl)propanoic acid